CC(C)(C#N)N=NC(=O)N 1-((cyano-1-methylethyl)azo)formamide